N1(C=NC=C1)CC1=CC(=C2CCN(C(C2=C1)=O)C1=NC(=NC2=CC(=C(C=C12)OC)OC)C1CCOCC1)C=1C(=NN(C1)C)C(F)(F)F 7-((1H-Imidazol-1-yl)methyl)-2-(6,7-dimethoxy-2-(tetrahydro-2H-pyran-4-yl)quinazolin-4-yl)-5-(1-methyl-3-(trifluoromethyl)-1H-pyrazol-4-yl)-3,4-dihydroisoquinolin-1(2H)-one